9-[1-[[6-Chloro-2-(1-methylpyrazol-4-yl)-3-pyridyl]amino]ethyl]-4,7-dimethyl-3-(2-pyridylmethyl)pyrazolo[3,4-c]isoquinolin-5-one ClC1=CC=C(C(=N1)C=1C=NN(C1)C)NC(C)C=1C=2C3=C(N(C(C2C=C(C1)C)=O)C)N(N=C3)CC3=NC=CC=C3